4-(3-aminocyclohexyl)-3-cyano-5,6-difluoro-2-methyl-1H-indole-7-carboxamide hydrochloride Cl.NC1CC(CCC1)C1=C2C(=C(NC2=C(C(=C1F)F)C(=O)N)C)C#N